4-(4'-methyl-2'-oxo-1',2'-dihydrospiro[cyclohexane-1,3'-indol]-4-yl)-1,4-diazepan-1-carboxylic acid ethyl ester C(C)OC(=O)N1CCN(CCC1)C1CCC2(C(NC3=CC=CC(=C23)C)=O)CC1